O[C@@]12CNCC[C@@]1(C(N(C2)C2=CC=C(C(=O)O)C=C2)=O)C 4-((3aR,7aS)-3a-hydroxy-7a-methyl-1-oxooctahydro-2H-pyrrolo[3,4-c]pyridin-2-yl)benzoic acid